(3aR,5S,6aS)-N-(3-methoxy-1,2,4-thiadiazol-5-yl)-5-((5-(trifluoromethyl)-1H-pyrrolo[2,3-b]pyridin-4-yl)amino)hexahydrocyclopenta[c]pyrrole-2(1H)-carboxamide COC1=NSC(=N1)NC(=O)N1C[C@@H]2[C@H](C1)CC(C2)NC2=C1C(=NC=C2C(F)(F)F)NC=C1